N(=C=S)CCCCCS(=O)C 1-isothiocyanato-5-methylsulfinylpentane